BrC=1C(=CC(=NC1)Cl)OCCO[Si](C)(C)C(C)(C)C 5-bromo-4-(2-((tert-butyldimethylsilyl)oxy)ethoxy)-2-chloropyridine